FC1=C(C(=CC=C1)F)C=1SC=C(N1)C(=O)NC=1C=NN(C1C1CC[C@H]([C@@H](CO1)F)NC(OC(C)(C)C)=O)C tert-butyl ((3S,4R)-7-(4-(2-(2,6-difluorophenyl)thiazole-4-carboxamido)-1-methyl-1H-pyrazol-5-yl)-3-fluorooxepan-4-yl)carbamate